CCC[C@@H](C)[C@H]1CC[C@H]2[C@@H]3CC[C@@H]4CCCC[C@]4(C)[C@H]3CC[C@]12C 5β-cholane